CC1(CC(C2=CC=C(C=C12)C1=CC(=CC=C1)OC(F)(F)F)NC(O[C@@H]1CN2CCC1CC2)=O)C (S)-quinuclidin-3-yl (3,3-dimethyl-5-(3-(trifluoromethoxy)phenyl)-2,3-dihydro-1H-inden-1-yl)carbamat